Chromium m-picolinate N1=CC(=CC=C1)C(=O)[O-].[Cr+3].N1=CC(=CC=C1)C(=O)[O-].N1=CC(=CC=C1)C(=O)[O-]